calcium aluminum triborate B([O-])([O-])[O-].B(O)(O)O.B([O-])([O-])O.[Al+3].[Ca+2]